Tert-butyl 3-[(4-{4-fluoro-2-[(3R)-3-methylmorpholine-4-carbonyl]phenyl}-1-methyl-1H-indazol-6-yl)methylene]azetidine-1-carboxylate FC1=CC(=C(C=C1)C1=C2C=NN(C2=CC(=C1)C=C1CN(C1)C(=O)OC(C)(C)C)C)C(=O)N1[C@@H](COCC1)C